CN(C=1C=C2OC3=CC(C=CC3=CC2=CC1)=[N+](C)C)C 6-(dimethylamino)-3-(dimethyliminio)-3H-xanthen